Methyl 2-(8-amino-3-isopropylimidazo[1,5-a]pyrazin-1-yl)-3-chloro-1H-indole-6-carboxylate NC=1C=2N(C=CN1)C(=NC2C=2NC1=CC(=CC=C1C2Cl)C(=O)OC)C(C)C